N-methyl-2-(naphthalen-1-yloxy)-N-(2-(naphthalen-1-yloxy)ethyl)ethan-1-amine CN(CCOC1=CC=CC2=CC=CC=C12)CCOC1=CC=CC2=CC=CC=C12